CN1N=CC(=C1C1=CC=2N(C=C1)N=C(C2)NC(=O)C2CC2)CO[C@@H]2CNCC2 N-[5-[2-methyl-4-[[(3S)-pyrrolidin-3-yl]oxymethyl]pyrazol-3-yl]pyrazolo[1,5-a]pyridin-2-yl]cyclopropanecarboxamide